NC=1C(=CC2=C(NC(CO2)=O)C1)F 6-amino-7-fluoro-2H-1,4-benzoxazine-3(4H)-one